N-((3S,4S)-4-(3-chlorophenyl)-1-(imidazo[1,5-a]pyridine-8-carbonyl)piperidin-3-yl)-2,2-difluoroacetamide ClC=1C=C(C=CC1)[C@H]1[C@@H](CN(CC1)C(=O)C=1C=2N(C=CC1)C=NC2)NC(C(F)F)=O